C(C)OC(CSC1=NN(C(=C1[N+](=O)[O-])C1=NN=NN1)C1=CC=CC=C1)=O Ethyl-{[4-nitro-1-phenyl-5-(1H-tetrazol-5-yl)-1H-pyrazol-3-yl]sulfanyl}acetat